C(#N)CC1CCC(CC1)N1C(=NC=2C1=C1C(=NC2)NC=C1)CC(=O)NC1=CC=C(C=C1)C#N 2-(1-((1r,4r)-4-(cyanomethyl)cyclohexyl)-1,6-dihydroimidazo[4,5-d]pyrrolo[2,3-b]pyridin-2-yl)-N-(4-cyanophenyl)acetamide